NC1=C2C(=NC=N1)N(N=C2C2=CC(=C(C=C2)NC(=O)NC2=CC(=NN2C2=CC=C(C=C2)C#N)C(C)(C)C)Cl)C 1-(4-{4-amino-1-methyl-1H-pyrazolo[3,4-d]pyrimidin-3-yl}-2-chlorophenyl)-3-[3-tert-butyl-1-(4-cyanophenyl)-1H-pyrazol-5-yl]urea